C(C)(C)NC(O[C@@H]([C@]1(CN(CC1)C(C)(C)C=1C=NC(=CC1)C)CCC=1SC(=CC1)F)F)=O |o1:7| (R)-fluoro((R or S)-3-(2-(5-fluorothiophen-2-yl)ethyl)-1-(2-(6-methylpyridin-3-yl)propan-2-yl)pyrrolidin-3-yl)methyl isopropylcarbamate